2-chloro-7-methoxy-9H-pyrimido[4,5-b]indole ClC=1N=CC2=C(NC3=CC(=CC=C23)OC)N1